2'-chloro-3'-fluoro-N-(5-(((1r,4r)-4-hydroxycyclohexyl)oxy)-1,3,4-thiadiazol-2-yl)-5'-methoxy-6-methyl-(4,4'-bipyridine)-3-carboxamide ClC1=NC=C(C(=C1F)C1=C(C=NC(=C1)C)C(=O)NC=1SC(=NN1)OC1CCC(CC1)O)OC